ClC1=C(C(=CC=C1Cl)F)[C@]1(CN(CC1)C(=O)OC(C)(C)C)NC=1C=C2C(N(C=NC2=C(C1)F)C)=O tert-butyl (R)-3-(2,3-dichloro-6-fluorophenyl)-3-(8-fluoro-3-methyl-4-oxo-3,4-dihydro-6-quinazolinylamino)-1-pyrrolidinecarboxylate